N1N=C(C2=CC=CC=C12)C(=O)N racemic-indazole-amide